FC1=C(C=C(C=C1)NC1CC(C1)NCC1=C2C=CN=CC2=CC=C1F)C(F)(F)F N1-(4-fluoro-3-(trifluoromethyl)phenyl)-N3-((6-fluoroisoquinolin-5-yl)methyl)cyclobutane-1,3-diamine